NCC(CN1N=CN(C1=O)C1=NC=C(N=C1)C1=CC=C(C=C1)N1CCNCC1)=C(F)F 2-[2-(aminomethyl)-3,3-difluoro-allyl]-4-[5-(4-piperazin-1-ylphenyl)pyrazin-2-yl]-1,2,4-triazol-3-one